tert-butyl (2R,3S,4S)-4-[(tert-butoxycarbonyl) oxy]-3-{[3-(3,5-dioxopiperazin-1-yl)propanoyl]oxy}-2-[(4-methoxyphenyl)methyl]pyrrolidine-1-carboxylate C(C)(C)(C)OC(=O)O[C@@H]1[C@H]([C@H](N(C1)C(=O)OC(C)(C)C)CC1=CC=C(C=C1)OC)OC(CCN1CC(NC(C1)=O)=O)=O